C(C)(C)(C)C1=CC=C(C(=O)NC2=C(C=CC=C2)NS(=O)(=O)C2=C(C=CC(=C2)[N+](=O)[O-])OC)C=C1 4-(tert-butyl)-N-(2-((2-methoxy-5-nitrophenyl)sulfonamido)phenyl)benzamide